2-oxo-4-phenyl-piperidine-1-carboxylic acid tert-butyl ester C(C)(C)(C)OC(=O)N1C(CC(CC1)C1=CC=CC=C1)=O